5-(3-(cyanomethyl)pyrrolidin-1-yl)-2-methoxybenzenesulfonamide C(#N)CC1CN(CC1)C=1C=CC(=C(C1)S(=O)(=O)N)OC